C1(=CC=CC=C1)C=1N=CC(=NC1C1=CC=CC=C1)N(C(C)C)CCCCOCC(=O)O 2-{4-[N-{5,6-diphenylpyrazin-2-yl}-N-isopropylamino]butyloxy}acetic acid